[Br-].C1CCCCCCC1 cyclooctane bromide